COC=1C=C2CCN(CC2=CC1N)C 6-methylOxy-2-methyl-1,2,3,4-tetrahydroisoquinoline-7-amine